Benzothienyl-alanine S1C(=CC2=C1C=CC=C2)N[C@@H](C)C(=O)O